BrC=1C=C(C=C2C(C=C(OC12)C1CCC(CC1)(F)F)=O)C 8-bromo-2-(4,4-difluorocyclohexyl)-6-methyl-4H-chromen-4-one